5-AMINO-4-CHLORO-o-CRESOL HCl CC1=CC(=C(C=C1O)N)Cl.Cl